Methyl (S)-5-(5-((S)-2-((S)-2-((tert-butoxycarbonyl)amino)-3-methylbutanamido)propanamido) thiophene-2-carboxamido)-2-(4-(2-(2,4-diaminopteridin-6-yl)ethyl)benzamido)pentanoate C(C)(C)(C)OC(=O)N[C@H](C(=O)N[C@H](C(=O)NC1=CC=C(S1)C(=O)NCCC[C@@H](C(=O)OC)NC(C1=CC=C(C=C1)CCC=1N=C2C(=NC(=NC2=NC1)N)N)=O)C)C(C)C